(3Z)-6-(nonyloxymethoxy)-3-hexenylmagnesium bromide C(CCCCCCCC)OCOCC\C=C/CC[Mg]Br